BrC=1N=C(C=2N(C1)C=C(N2)C(=O)O)OCCOC 6-bromo-8-(2-methoxyethoxy)imidazo[1,2-a]pyrazine-2-carboxylic acid